(1S,2S,4R,5R,6S,7S)-N-(3,4-dichlorophenyl)-7-[2-(morpholin-4-yl)pyrimidin-5-yl]-8-oxatricyclo[3.2.1.02,4]octane-6-carboxamide ClC=1C=C(C=CC1Cl)NC(=O)[C@@H]1[C@H]2[C@@H]3C[C@@H]3[C@@H]([C@@H]1C=1C=NC(=NC1)N1CCOCC1)O2